CN(C(=O)[C@H]1N(C(OC1)=O)C1=NC(=CC(=C1)C(F)(F)F)C)C1=CC=C2C(=N1)N(C=C2)S(=O)(=O)C2=CC=C(C)C=C2 (S)-N-methyl-3-(6-methyl-4-(trifluoromethyl)pyridin-2-yl)-2-oxo-N-(1-tosyl-1H-pyrrolo[2,3-b]pyridin-6-yl)oxazolidine-4-carboxamide